ClC1=C(C=CC2=C1C(=N[C@H](C=1N2N=C(N1)C(=O)N1CC2(C1)OCCC2)C)C2=NC=CC=C2F)C(F)(F)F [(4S)-7-chloro-6-(3-fluoro-2-pyridyl)-4-methyl-8-(trifluoromethyl)-4H-[1,2,4]triazolo[1,5-a][1,4]benzodiazepin-2-yl]-(5-oxa-2-azaspiro[3.4]octan-2-yl)methanone